2-(Morpholin-4-yl)-8-(trifluoromethyl)pyrazolo[1,5-a][1,3,5]triazin-4-amine N1(CCOCC1)C1=NC=2N(C(=N1)N)N=CC2C(F)(F)F